C(N)(OCC=CC1=CC=C(C=C1)[N+](=O)[O-])=O 4-nitrocinnamyl carbamate